ClC1=CC(=C(CN2N=C(C=C2)C(=O)O)C=C1)F 1-(4-chloro-2-fluorobenzyl)-1H-pyrazole-3-carboxylic acid